C(C)(C)(C)OC(=O)N([C@@H]1CC[C@@H](N(C1)C(=O)OC(C)(C)C)C)C=1C2=C(N=CN1)N(C=C2CCOCC#C)C(C2=CC=CC=C2)(C2=CC=CC=C2)C2=CC=CC=C2 tert-butyl (2S,5R)-5-((tert-butoxycarbonyl)(5-(2-(prop-2-yn-1-yloxy)ethyl)-7-trityl-7H-pyrrolo[2,3-d]pyrimidin-4-yl)amino)-2-methylpiperidine-1-carboxylate